(1-(methylamino)cyclopropyl)methanol CNC1(CC1)CO